1,2-diethyl-3,4(s)-dimethylimidazolium C(C)N1C(=[N+](C(=C1)C)C)CC